diiodo(mesitylene) IC1=C(C(=C(C=C1C)C)I)C